Benzyl (3R)-3-[(3-chloropyrazin-2-yl)methylcarbamoyl]piperidine-1-carboxylate ClC=1C(=NC=CN1)CNC(=O)[C@H]1CN(CCC1)C(=O)OCC1=CC=CC=C1